FC1=C(CNC=2NC(=C(N2)C=2C=C3C(=NN(C3=CC2)C2OCCCC2)[N+](=O)[O-])C2=NC(=CC=C2)C)C=CC=C1 N-(2-fluorobenzyl)-5-(6-methylpyridin-2-yl)-4-(3-nitro-1-(tetrahydro-2H-pyran-2-yl)-1H-indazol-5-yl)-1H-imidazol-2-amine